CN(S(=O)(=O)C1=CC=C(C=C1)S(=O)(=O)N1CCC2(C3=CC=CC=C13)CCN(CC2)CC(F)(F)F)C N,N-dimethyl-4-((1-(2,2,2-trifluoroethyl)-2',3'-dihydro-1'H-spiro[piperidine-4,4'-quinolin]-1'-yl)sulfonyl)benzenesulfonamide